OC[C@H](C1=CC=CC=C1)NC1=NC(=NC=C1C=1OC=NN1)NC=1C=C2CCC(C(C2=CC1)=O)(C)C (S)-6-(4-(2-hydroxy-1-phenylethylamino)-5-(1,3,4-oxadiazol-2-yl)pyrimidin-2-ylamino)-2,2-dimethyl-3,4-dihydronaphthalen-1(2H)-one